N-(4-((6-(3,3-Dimethylazetidin-1-yl)-2-methylpyridin-3-yl)amino)benzyl)-5-oxopyrrolidine-3-carboxamide CC1(CN(C1)C1=CC=C(C(=N1)C)NC1=CC=C(CNC(=O)C2CNC(C2)=O)C=C1)C